2-[4-[4-(2-Methyl-1,3-thiazol-4-yl)benzoyl]piperazin-1-yl]-3H-quinazolin-4-one CC=1SC=C(N1)C1=CC=C(C(=O)N2CCN(CC2)C2=NC3=CC=CC=C3C(N2)=O)C=C1